2,3-dimethyl-1-(5-phenyl-4,5-dihydro-1H-pyrazol-1-yl)butan-1-one CC(C(=O)N1N=CCC1C1=CC=CC=C1)C(C)C